N-[4-(5-chloro-1,3-benzoxazol-2-yl)phenyl]oxazole-2-carboxamide ClC=1C=CC2=C(N=C(O2)C2=CC=C(C=C2)NC(=O)C=2OC=CN2)C1